C(=O)(O)C(CCCCCCOCCCCCC1CC1)(C)C 1-(5-((7-carboxy-7-methyloctyl)oxy)pentyl)cyclopropane